C(C1=CC=CC=C1)OC(=O)N[C@H](C(=O)ON1C(CCC1=O)=O)CCCCNC(CCOCCOCCOCCNC(CCOCCOCCOCCNC(CCCCCCCCCCCCC(=O)OCC1=CC=CC=C1)=O)=O)=O (S)-47-benzyl 1-(2,5-dioxopyrrolidin-1-yl) 2-(((benzyloxy) carbonyl) amino)-8,21,34-trioxo-11,14,17,24,27,30-hexaoxa-7,20,33-triazaheptatetracontane-1,47-dioate